CC(=O)NC(CC1=CNC2=CC=CC=C21)C(=O)O N-Acetyl-DL-Tryptophan